S1C=2C(C=C1C=O)=CC=1SC(=CC1C2)C=O benzo[1,2-b:4,5-b']dithiophene-2,6-dicarbaldehyde